(7-methoxypyrazolo[1,5-a]pyridin-4-yl)methanol COC1=CC=C(C=2N1N=CC2)CO